bis(2-ethylhexyl) sebacate (dioctyl sebacate) C(CCCCCCC)C(C(=O)O)(CCCCCCCC(=O)O)CCCCCCCC.C(CCCCCCCCC(=O)OCC(CCCC)CC)(=O)OCC(CCCC)CC